N-(2-Diethylamino-ethyl)-succinamic acid 2,6-diisopropyl-phenyl ester Hydrochloride Cl.C(C)(C)C1=C(C(=CC=C1)C(C)C)OC(CCC(=O)NCCN(CC)CC)=O